(5Z)-5-(1H-Benzimidazol-5-ylmethylene)-2-(cycloheptylamino)-3-methyl-imidazol-4-one N1C=NC2=C1C=CC(=C2)\C=C/2\C(N(C(=N2)NC2CCCCCC2)C)=O